6-Methyl-2-(trifluoromethyl)-5,6-dihydroimidazo[1',5':1,2]pyrido[3,4-d]pyrimidine CC1CC2=C(N=C(N=C2)C(F)(F)F)C=2N1C=NC2